(1S,3S)-3-((4-iodo-6-morpholinopyridin-2-yl)amino)-1-methylcyclobutan IC1=CC(=NC(=C1)N1CCOCC1)NC1CC(C1)C